1-(3H-spiro[benzo[b][1,4]dioxine-2,1'-cyclopropan]-7-yl)ethan-1-one C12(CC1)COC1=C(O2)C=C(C=C1)C(C)=O